ClC=1C(=C2C=NNC2=CC1F)CC1=CNC2=C1N=C(N=C2N2C[C@@H](N(CC2)C(C(=C)F)=O)CC#N)OC[C@H]2N(CCC2)C 2-((S)-4-(7-((5-chloro-6-fluoro-1H-indazol-4-yl)methyl)-2-(((S)-1-methylpyrrolidin-2-yl)methoxy)-5H-pyrrolo[3,2-d]pyrimidin-4-yl)-1-(2-fluoroacryloyl)piperazin-2-yl)acetonitrile